3-bromo-4-fluoro-1-(trideuteriomethyl)pyrazole BrC1=NN(C=C1F)C([2H])([2H])[2H]